butane-diol adipate C(CCCCC(=O)O)(=O)O.C(CCC)(O)O